COC=1C(=CC(N2C(=C(SC12)C1=CC(=C(C=C1)OCCCCC)C)C(=O)O)=O)CC1=CC=CC2=CC=CC=C12 5-Methoxy-4-[(1-naphthyl)methyl]-2-oxo-8-[4-(pentyloxy)-3-methyl-phenyl]-7-thia-1-azabicyclo[4.3.0]nona-3,5,8-triene-9-carboxylic acid